(S)-N-((R)-(4-(tert-butyl)thiazol-2-yl)(4-chlorophenyl)methyl)-2-oxooxazolidine-5-carboxamide C(C)(C)(C)C=1N=C(SC1)[C@H](NC(=O)[C@@H]1CNC(O1)=O)C1=CC=C(C=C1)Cl